C1=NC=C(C2=CC=CC=C12)C1=CC=2C(C3=CC=CC=C3C2C=C1)=O 2-(Isoquinolin-4-yl)-9H-fluoren-9-one